OC1=C(C=C(C=O)C=C1)[N+](=O)[O-] 4-Hydroxy-3-nitro-benzaldehyde